O=C1NC(CCC1N1C(C2=CC=C(C=C2C1)O[C@H]1[C@@H](CCCC1)N1CC(C1)C1=C(C#N)C=CC=C1)=O)=O (1-((trans)-2-((2-(2,6-dioxopiperidin-3-yl)-1-oxoisoindolin-5-yl)oxy)cyclohexyl)azetidin-3-yl)benzonitrile